(E)-N-(3-(6-Amino-5-(2-(N-methylbut-2-enamido)ethoxy)pyrimidin-4-yl)-5-fluoro-2-methylphenyl)4-cyclopropyl-2-fluorobenzamide NC1=C(C(=NC=N1)C=1C(=C(C=C(C1)F)NC(C1=C(C=C(C=C1)C1CC1)F)=O)C)OCCN(C(\C=C\C)=O)C